(2r,3s,4s,5r)-3-(3,4-difluoro-2-vinyl-phenyl)-4,5-dimethyl-5-(trifluoromethyl)tetrahydrofuran-2-carboxamide FC=1C(=C(C=CC1F)[C@H]1[C@@H](O[C@]([C@H]1C)(C(F)(F)F)C)C(=O)N)C=C